COC1=CC=C(COC=2C=C(C=NC2)NC(OC(C)(C)C)=O)C=C1 tert-butyl (5-((4-methoxybenzyl)oxy)pyridin-3-yl)carbamate